C1(=C(C=CC=C1)C1=CC(OC2=CC(=CC=C12)OC(C(=O)N1C[C@H](CCC1)C(=O)O)C)=O)C (3S)-1-[2-[4-(o-tolyl)-2-oxo-chromen-7-yl]oxypropanoyl]piperidine-3-carboxylic acid